oxacepham sodium [Na].S1OCCN2[C@H]1CC2=O